2-(4-fluorobicyclo[2.2.2]octan-1-ylamino)-4-((1R,3S)-3-hydroxycyclohexylamino)pyrimidine-5-carboxamide FC12CCC(CC1)(CC2)NC2=NC=C(C(=N2)N[C@H]2C[C@H](CCC2)O)C(=O)N